5-((S)-3-(2-((R)-1-Hydroxyethyl)imidazo[4,5-d]pyrrolo[2,3-b]pyridin-1(6H)-yl)pyrrolidin-1-yl)pentanonitrile O[C@H](C)C1=NC=2C(=C3C(=NC2)NC=C3)N1[C@@H]1CN(CC1)CCCCC#N